(4-(cinnolin-4-yl)benzyl)(imino)(methyl)-λ6-sulfanone N1=NC=C(C2=CC=CC=C12)C1=CC=C(CS(=O)(C)=N)C=C1